2-{[4-(2-propen-1-yloxy)phenoxy]methyl}oxirane cerium fluorine [F].[Ce].C(C=C)OC1=CC=C(OCC2OC2)C=C1